ClC=1C=C(C=CC1Cl)C(C(=O)NN1C(=NC2=CC(=CC=C2C1=O)C(F)(F)F)C(C)C)C 2-(3,4-Dichloro-phenyl)-N-(2-isopropyl-4-oxo-7-trifluoromethyl-4H-quinazolin-3-yl)-propionamide